CC1=CC=CC=C1CC2=CC=CC=C2 benzyltoluene